5-(4-Methoxy-phenyl)-3-(pyrimidin-2-ylamino)-1,5-dihydro-pyrazolo[4,3-c]pyridazin-6-one COC1=CC=C(C=C1)N1N=C2C(=CC1=O)NN=C2NC2=NC=CC=N2